FC1=CC=C(C=C1)N1C(=CC2=C1C=C1C=NN(C1=C2)C(C(C)(C)C)=O)C(C)C 1-[5-(4-fluorophenyl)-6-isopropyl-pyrrolo[2,3-f]indazol-1-yl]-2,2-dimethyl-propan-1-one